(2R,3R,4R)-2-(6-Chloro-2,8-di(thiophen-2-yl)-9H-purin-9-yl)tetrahydrofuran-3,4-diyl diacetate C(C)(=O)O[C@H]1[C@@H](OC[C@H]1OC(C)=O)N1C2=NC(=NC(=C2N=C1C=1SC=CC1)Cl)C=1SC=CC1